IC1=CC(=C(C(=O)NC2=CC=CC3=C2N=C2N3C3CCC2C3)C=C1)N1CCC3(CC3)CC1 4-iodo-2-(6-azaspiro[2.5]octane-6-yl)-N-(1,2,3,4-tetrahydro-1,4-methylenebenzo[4,5]imidazo[1,2-a]pyridin-6-yl)benzamide